C(=O)(OC(C)(C)C)N[C@@H](C)CO Boc-Alaninol